FC1=C(C(=C(C(=C1F)F)F)F)[C@H](CO)O (R)-1-(perfluorophenyl)ethane-1,2-diol